P(O)(O)O.C(C)(C)(C)C1=CC=CC(=C1)C(C)(C)C.C(C)(C)(C)C1=CC=CC(=C1)C(C)(C)C.C(C)(C)(C)C1=CC=CC(=C1)C(C)(C)C tri(2,4-di-tert-butyl-benzene) phosphite